(R)-N-(2-(3-carbamoylpyrrolidin-1-yl)ethyl)-1-(6-methoxy-3,4-dihydro-2H-benzo[b][1,4]oxazin-7-yl)-6-(pyrazolo[1,5-a]pyrimidin-3-yl)-1H-pyrazolo[4,3-c]pyridine-3-carboxamide C(N)(=O)[C@H]1CN(CC1)CCNC(=O)C1=NN(C2=C1C=NC(=C2)C=2C=NN1C2N=CC=C1)C=1C(=CC2=C(OCCN2)C1)OC